FC1(CCC(CC1)NC(=O)C=1C=CC2=C(N(C(=N2)C2=C(C(=C(C(=C2)OC)O)O)F)C2(COC2)C)C1)F N-(4,4-difluorocyclohexyl)-2-(2-fluoro-3,4-dihydroxy-5-methoxyphenyl)-1-(3-methyloxetan-3-yl)-1H-benzo[d]imidazole-6-carboxamide